1,3,5-Triisocyanato-benzol N(=C=O)C1=CC(=CC(=C1)N=C=O)N=C=O